1-(2-cyanocyclohexyl)pyrazole-4-carboxamide C(#N)C1C(CCCC1)N1N=CC(=C1)C(=O)N